4-(4-methyl-2-(methylamino)thiazol-5-yl)-2-((5-(piperazin-1-yl)pyridin-2-yl)amino)pyrimidine-5-carbonitrile CC=1N=C(SC1C1=NC(=NC=C1C#N)NC1=NC=C(C=C1)N1CCNCC1)NC